(((4-(3-methylpiperazin-1-yl)pyrimidin-2-yl)oxy)methyl)-1H-indazole CC1CN(CCN1)C1=NC(=NC=C1)OCN1N=CC2=CC=CC=C12